[S].O1CCOCC1 dioxane sulfur